C1(CC1)C(=O)NC1=NC=C(C(=O)N)C(=C1)NC1=C(C(=CC=C1)C=1C=NN(C1)[C@@H]1COC[C@H]1OC)OC 6-(cyclopropanecarboxamido)-4-((2-methoxy-3-(1-((3R,4S)-4-methoxytetrahydrofuran-3-yl)-1H-pyrazol-4-yl)phenyl)amino)nicotinamide